FC=1C=2N(C=C(C1OC)NC(=O)C1=CC=C(C3=C1N=C(O3)C)N3CCN(CC3)C(=O)OC(C)(C)C)C=C(N2)C tert-butyl 4-[4-({8-fluoro-7-methoxy-2-methylimidazo[1,2-a]pyridine-6-yl}carbamoyl)-2-methyl-1,3-benzoxazol-7-yl]piperazine-1-carboxylate